C(CCCCCCCCCCCCCCCCC)C(C(=O)[NH-])CCCCCCCCCC N-octadecyldodecanoylamide